Methyl 8-hydroxy-5-iodo-2-naphthoate OC=1C=CC(=C2C=CC(=CC12)C(=O)OC)I